CC(=CC)C1=C(C2=CC=C3C=CC=C4C=CC(=C1)C2=C43)C4=C(C=CC=C4)P(C4=CC=CC=C4)C4=CC=CC=C4 (2-(2-(but-2-en-2-yl)pyren-1-yl)phenyl)diphenylphosphine